1-[(1-ethyl-1H-pyrazol-4-yl)methyl]-4,5-dimethyl-3-{3-[(2R)-2-methylmorpholin-4-yl]-5-(2,2,2-trifluoroethoxy)phenyl}-1,3-dihydro-2H-imidazol-2-one C(C)N1N=CC(=C1)CN1C(N(C(=C1C)C)C1=CC(=CC(=C1)OCC(F)(F)F)N1C[C@H](OCC1)C)=O